C(C)(=O)O[BH-](OC(C)=O)OC(C)=O.[Na+].FC=1C=2N(C=C(C1)NC(=O)C1=NC=C(N=C1)N1CC(C1)CN1C[C@]3(CC3C1)F)C=C(N2)C N-(8-fluoro-2-methylimidazo[1,2-a]pyridin-6-yl)-5-(3-(((1R)-1-fluoro-3-azabicyclo[3.1.0]hexan-3-yl)methyl)azetidin-1-yl)pyrazine-2-carboxamide Sodium triacetoxyborohydride